C(C)C1=NC(=NO1)C=1C=C2CC[C@H](C2=CC1)NC(=O)C=1C=C(C(=O)OC)C=CC1 Methyl (R)-3-((5-(5-ethyl-1,2,4-oxadiazol-3-yl)-2,3-dihydro-1H-inden-1-yl)carbamoyl)benzoate